1,2,3,4,5,6,7,8-octahydro-1,4,9,9-tetramethyl-4,7-methanoazulene CC1CCC=2C3(CCC(CC12)C3(C)C)C